C(=O)O.C(C)(C)C=1N=C(C2=C(N1)C=NN2)NCC2=CC=C(C=C2)P(O)(O)=O 4-[([5-isopropyl-1H-pyrazolo[4,3-d]pyrimidin-7-yl]amino)methyl]phenylphosphonic acid formic acid salt